C(C=C)(=O)N1CC2(C1)CN(CC2)C2=C(C(=C1C(=N2)C2(CC2)CC1)C1=C2C=NNC2=CC=C1C)C#N 2-(2-acryloyl-2,6-diazaspiro[3.4]octan-6-yl)-4-(5-methyl-1H-indazol-4-yl)-5,6-dihydrospiro[cyclopenta[b]pyridine-7,1'-cyclopropane]-3-carbonitrile